(S)-[4-(4-fluorobenzyloxy)benzylamino]propanamide methanesulfonate CS(=O)(=O)O.FC1=CC=C(COC2=CC=C(CN[C@H](C(=O)N)C)C=C2)C=C1